ClC=1C=C(C=CC1OC)C1=CN=C2N1C=CN=C2NC2=CC=C(C=C2)S(=O)(=O)NC 4-((3-(3-chloro-4-methoxyphenyl)imidazo[1,2-a]pyrazin-8-yl)amino)-N-methylbenzenesulfonamide